[Mn].[K] kalium manganese